furo[2,3-d]-1,2,3-triazole N1=NN=C2C1=CCO2